(2S,4r)-1-[(2S)-2-(4-cyclopropyl-triazol-1-yl)-3,3-dimethyl-butyryl]-N-[(4,5-dimethyloxazol-2-yl)methyl]-4-hydroxy-pyrrolidine-2-carboxamide C1(CC1)C=1N=NN(C1)[C@H](C(=O)N1[C@@H](C[C@H](C1)O)C(=O)NCC=1OC(=C(N1)C)C)C(C)(C)C